C(=O)=[N-] carbonylamide